(1-cyclopropyl-2-hydroxy-2-methyl-propyl)-7-[4-(2-methyloxazol-5-yl)phenyl]isoindolin-1-one C1(CC1)C(C(C)(C)O)N1C(C2=C(C=CC=C2C1)C1=CC=C(C=C1)C1=CN=C(O1)C)=O